2-methoxypyridin-3-ol COC1=NC=CC=C1O